C(C)OCC=1N(C2=C(C(=NC=3C=CC=C(C23)OCCN2CCOCC2)N)N1)C 2-(Ethoxymethyl)-1-methyl-9-(2-morpholinoethoxy)-1H-imidazo[4,5-c]quinolin-4-amine